NC1=C(C=C(C(=O)OCC)C=C1)C(F)(F)F ethyl 4-amino-3-(trifluoromethyl)benzoate